1-(2,6-difluorobenzyl)-5-dimethylaminomethyl-3-(6-methoxypyridazin-3-yl)-6-(4-bromophenyl)thieno[2,3-d]pyrimidine-2,4(1H,3H)-dione FC1=C(CN2C(N(C(C3=C2SC(=C3CN(C)C)C3=CC=C(C=C3)Br)=O)C=3N=NC(=CC3)OC)=O)C(=CC=C1)F